ClC=1C=CC(=C(C(=O)NC2=CC(=CC(=C2)C(F)(F)F)F)C1)O 5-Chloro-N-(3-fluoro-5-(trifluoromethyl)phenyl)-2-hydroxybenzamide